3-(4-hydroxy-3,5-di-tert-butylphenyl)propanoic acid octadecyl ester C(CCCCCCCCCCCCCCCCC)OC(CCC1=CC(=C(C(=C1)C(C)(C)C)O)C(C)(C)C)=O